FC(C1=CC(=NC=C1)N1CCC(CC1)CCN1N=C(C=2CCCCC12)C(=O)N1CCC(CC1)NC(C)=O)(F)F N-[1-[1-[2-[1-[4-(Trifluoromethyl)-2-pyridyl]-4-piperidyl]ethyl]-4,5,6,7-tetrahydroindazol-3-carbonyl]-4-piperidyl]acetamid